methyl-5-methylisoxazolium hydrochloride Cl.C[N+]=1OC(=CC1)C